2,4-dichloro-5-fluoro-1-(trichloromethyl)benzene ClC1=C(C=C(C(=C1)Cl)F)C(Cl)(Cl)Cl